2-(4-chloro-phenyl)-2-[2-(4-chloro-phenyl)-benzoimidazol-1-yl]-N-cyclohexyl-acetamide ClC1=CC=C(C=C1)C(C(=O)NC1CCCCC1)N1C(=NC2=C1C=CC=C2)C2=CC=C(C=C2)Cl